(2R,4aS,4bR,6aS,7S,10aS,10bR,12aR)-7-(hydroxymethyl)-2,6a-dimethyloctadecahydrochrysen-2-ol OC[C@@H]1[C@]2(CC[C@@H]3[C@H]4CC[C@](C[C@H]4CC[C@H]3[C@@H]2CCC1)(O)C)C